2-(4-bromonaphthalen-2-yl)-6-phenyl-3-(triphenylen-2-yl)quinoxaline BrC1=CC(=CC2=CC=CC=C12)C1=NC2=CC=C(C=C2N=C1C1=CC=2C3=CC=CC=C3C3=CC=CC=C3C2C=C1)C1=CC=CC=C1